N1(N=NC=C1)C1=CC=C(C=C1)NC1=C(C=CC(=C1)C=1C(=NOC1C)C)C (4-(1H-1,2,3-triazol-1-yl)phenyl)-5-(3,5-dimethylisoxazol-4-yl)-2-methylaniline